3-isopropyl-1-(p-tolylsulfonyl)pyrrolo[2,3-c]pyridine-5-carbaldehyde C(C)(C)C1=CN(C2=CN=C(C=C21)C=O)S(=O)(=O)C2=CC=C(C=C2)C